FC1=C(C(=C(C(=C1F)F)F)C1=CC=C(C=C1)C(F)(F)F)S(=O)(=O)N(C)C 3,4,5,6-tetrafluoro-N,N-dimethyl-4'-(trifluoromethyl)-[1,1'-biphenyl]-2-sulfonamide